5-(2-fluoro-6-hydroxy-3-(5-((isobutylamino)methyl)-1-methyl-1H-pyrazol-3-yl)phenyl)-1,2,5-thiadiazolidin-3-one 1,1-dioxide FC1=C(C(=CC=C1C1=NN(C(=C1)CNCC(C)C)C)O)N1CC(NS1(=O)=O)=O